ClC=1C=NC(=NC1)N1CCN(CC1)C(CCOCC1=NN(C(C2=CC=CC=C12)=O)CC1=CC=C(C=C1)OC)=O 4-((3-(4-(5-chloropyrimidin-2-yl)piperazin-1-yl)-3-oxopropoxy)methyl)-2-(4-methoxybenzyl)phthalazin-1(2H)-one